[2H]C([C@H]([C@H]([C@@H]([C@H](C=O)O)O)O)O)(O)[2H] 6,6-dideuteroglucose